C1(CC1)C=1N=NN(C1)[C@H](C(=O)N1[C@@H](C[C@H](C1)O)C(=O)NC1(CC1)C1=C(C(=CC=C1)OC)F)C(C)(C)C (2S,4r)-1-[(2S)-2-(4-cyclopropyl-triazol-1-yl)-3,3-dimethyl-butyryl]-N-[1-(2-fluoro-3-methoxy-phenyl)cyclopropyl]-4-hydroxy-pyrrolidine-2-carboxamide